C1N(CC12CCOCC2)CC=2C=CC(=NC2)C(=O)NC=2C(=C(C=CC2)C2=C(C(=CC=C2)NC(C2=NC=C(C=C2)C(OC)OC)=O)C)Cl 5-((7-oxa-2-azaspiro[3.5]nonan-2-yl)methyl)-N-(2-chloro-3'-(5-(di-methoxymethyl)picolinamido)-2'-methyl-[1,1'-biphenyl]-3-yl)picolinamide